1H-imidazole-4-carboxamide benzenesulfonate C1(=CC=CC=C1)S(=O)(=O)O.N1C=NC(=C1)C(=O)N